[N+](=O)([O-])C1=NN(C(=C1N)[N+](=O)[O-])C[N+](=O)[O-] 3,5-dinitro-1-(nitromethyl)-1H-pyrazol-4-amine